SC(CCOCCN1C(N(C(N(C1=O)CCOCCC(C)S)=O)CCOCCC(C)S)=O)C 1,3,5-tris(3-mercaptobutyloxyethyl)-1,3,5-triazine-2,4,6(1H,3H,5H)trione